C(#N)C1(CC1)NS(=O)(=O)C=1C=C(C=2N(C1)C(=NC2)C=2SC(=NN2)C(F)(F)F)C=2CCN(CC2)C(=O)C2(CC2)O N-(1-cyanocyclopropyl)-8-(1-(1-hydroxycyclopropane-1-carbonyl)-1,2,3,6-tetrahydropyridin-4-yl)-3-(5-(trifluoromethyl)-1,3,4-thiadiazol-2-yl)imidazo[1,5-a]pyridine-6-sulfonamide